NC1=C(C(=C(C(=O)C2=CC=CC=C2)C=C1)N)N amino-diaminobenzophenone